(bromomethyl)-3-isocyanato-oxetane BrCC1OCC1N=C=O